N(=NC(=O)O)C(=O)O.[Ba+2].ClC1=CC=C(C=C1)S(=O)[O-].[Na+].ClC1=CC=C(C=C1)S(=O)[O-].ClC1=CC=C(C=C1)S(=O)[O-] sodium p-chlorophenyl-sulfinate barium azodicarboxylic acid salt